FC=1C=C2C=3CCCC(C3NC2=CC1F)OCCC1=CC=C(C=C1)Cl 6,7-difluoro-1-(4-chlorophenyl-ethoxy)-2,3,4,9-tetrahydro-1H-carbazole